3,7-dimethyl-1,7-octadiene CC(C=C)CCCC(=C)C